(carboxymethyl)-D-alanine C(=O)(O)CN[C@H](C)C(=O)O